methyl (2S,3R)-3-[[(S)-tert-butylsulfinyl]amino]-3-(3-fluorophenyl)-2-[(3-nitro-2-pyridyl)amino]propanoate C(C)(C)(C)[S@](=O)N[C@@H]([C@@H](C(=O)OC)NC1=NC=CC=C1[N+](=O)[O-])C1=CC(=CC=C1)F